(1R,4R,7R)-2-[2-(2-ethyl-5-methyl-1-phenyl-1H-pyrrol-3-yl)-7-methoxy-1-methyl-1H-1,3-benzodiazole-5-carbonyl]-2-azabicyclo[2.2.1]heptan-7-amine C(C)C=1N(C(=CC1C1=NC2=C(N1C)C(=CC(=C2)C(=O)N2[C@@H]1CC[C@H](C2)[C@H]1N)OC)C)C1=CC=CC=C1